C(C)(C)(C)OC(=O)NC1=C(C=C(C=C1)C=1SC=C(N1)C(=O)OCC)F ethyl 2-(4-((tert-butoxycarbonyl)amino)-3-fluorophenyl)thiazole-4-carboxylate